(cis)-Ethyl 3-(4-((tert-butoxycarbonyl)amino)tetrahydrofuran-2-yl)-3-oxopropanoate C(C)(C)(C)OC(=O)N[C@@H]1C[C@@H](OC1)C(CC(=O)OCC)=O